C1(CC1)COC1=CN=CC(=N1)C1=CC(=C(C(=C1)F)N1CC(C1)CC(=O)O)F 2-[1-[4-[6-(cyclopropylmethoxy)pyrazin-2-yl]-2,6-difluoro-phenyl]azetidin-3-yl]acetic acid